C(CCC)N(CCCC)CCCCCCCCCCCCC N,N-dibutyltridecylamine